N-[(1S)-1-(dicyclopropylmethyl)-2-[[5-[3,5-dimethyl-1-(2-trimethylsilylethoxymethyl)pyrazol-4-yl]-6-fluoro-2-pyridyl]amino]-2-oxo-ethyl]-2-(2-methylsulfinylethyl)pyrazole-3-carboxamide C1(CC1)C([C@@H](C(=O)NC1=NC(=C(C=C1)C=1C(=NN(C1C)COCC[Si](C)(C)C)C)F)NC(=O)C=1N(N=CC1)CCS(=O)C)C1CC1